C(C)C1=NOC2=C1CCC1=CC=CC=C12 ethyl-4,5-dihydronaphtho[2,1-d]isoxazole